N1=CN=CC2=C1CCNC2 5,6,7,8-tetrahydropyrido[4,3-d]pyrimidine